[4,5-Diacetyloxy-6-[4-(3-oxo-3-phenylprop-1-enyl)phenoxy]-3-[3,4,5-triacetyloxy-6-(acetyloxymethyl)oxan-2-yl]oxyoxan-2-yl]methyl acetate C(C)(=O)OCC1OC(C(C(C1OC1OC(C(C(C1OC(C)=O)OC(C)=O)OC(C)=O)COC(C)=O)OC(C)=O)OC(C)=O)OC1=CC=C(C=C1)C=CC(C1=CC=CC=C1)=O